6-(4-(benzyloxy)phenyl)-4-(4-(methylsulfonyl)piperazin-1-yl)-7H-pyrrolo[2,3-d]pyrimidine C(C1=CC=CC=C1)OC1=CC=C(C=C1)C1=CC2=C(N=CN=C2N2CCN(CC2)S(=O)(=O)C)N1